4-[(4-methylcyclohexyl) carbamoyl]Benzyl piperidine-1-carboxylate N1(CCCCC1)C(=O)OCC1=CC=C(C=C1)C(NC1CCC(CC1)C)=O